((3-fluoro-3'-methoxy-[1,1'-biphenyl]-4-yl)carbamoyl)cyclopent-1-ene-1-carboxylic acid FC=1C=C(C=CC1NC(=O)C1=C(CCC1)C(=O)O)C1=CC(=CC=C1)OC